(S)-1-(2-((3,3-difluorocyclobutyl)amino)-2-oxoacetyl)-4,4-dimethyl-N-((S)-3-oxo-1-((S)-2-oxopyrrolidin-3-yl)-4-(trifluoromethoxy)butan-2-yl)pyrrolidine-2-carboxamide FC1(CC(C1)NC(C(=O)N1[C@@H](CC(C1)(C)C)C(=O)N[C@@H](C[C@H]1C(NCC1)=O)C(COC(F)(F)F)=O)=O)F